1-ethyl-pyridinium chloride [Cl-].C(C)[N+]1=CC=CC=C1